glycerin di-oleate C(CCCCCCC\C=C/CCCCCCCC)(=O)O.C(CCCCCCC\C=C/CCCCCCCC)(=O)O.OCC(O)CO